C(C)(C)(C)OC(N[C@H](C(=O)C1=CC(=C(C=C1)F)C(F)(F)F)C)=O N-[(1S)-2-[4-fluoro-3-(trifluoromethyl)phenyl]-1-methyl-2-oxo-ethyl]carbamic acid tert-butyl ester